2-((S)-3-methyl-2-(6-(4-(2-(methylsulfonyl)pyrimidin-5-yl)-1H-1,2,3-Triazol-1-yl)hexamido)butanamido)caproamide CC([C@@H](C(=O)NC(C(=O)N)CCCC)NC(CCCCCN1N=NC(=C1)C=1C=NC(=NC1)S(=O)(=O)C)=O)C